O1C(=CC=C1)C1=NC(=C2N1C=CC=C2)C#N 3-(furan-2-yl)imidazo[1,5-a]pyridine-1-carbonitrile